CC1=CC=C(C=C1)OP(=O)(OC1=CC=C(C=C1)C)F bis(p-methylphenyl)phosphonofluoride